CN(C1=CC=C(C=C1)N1C=NC(=C1)NC=1N=CC(=NC1)C#N)[C@@H]1CN(CC1)C (S)-5-((1-(4-(Methyl(1-methylpyrrolidin-3-yl)amino)phenyl)-1H-imidazol-4-yl)amino)pyrazine-2-carbonitrile